rac-6-amino-4-(((1R,2R)-2-ethylcyclopropyl)amino)-1-methylquinolin-2(1H)-one NC=1C=C2C(=CC(N(C2=CC1)C)=O)N[C@H]1[C@@H](C1)CC |r|